N-(1-bicyclo[1.1.1]pentyl)-1-[(4-fluorophenyl)methyl]-4-hydroxy-2-oxo-1,8-naphthyridine-3-carboxamide C12(CC(C1)C2)NC(=O)C=2C(N(C1=NC=CC=C1C2O)CC2=CC=C(C=C2)F)=O